COC=1C=C(C=C(C1)OC)N(C(=O)C1=CN=C(O1)C#C)C1C(N(CC1)CC(F)(F)F)=O N-(3,5-Dimethoxyphenyl)-2-ethynyl-N-[2-oxo-1-(2,2,2-trifluoroethyl)pyrrolidin-3-yl]oxazole-5-carboxamide